C(C1=CC=CC=C1)OC1=C(C=C(C=C1)C1=CN=CC(=N1)C1=CC(=CS1)C(C(=O)N)C1CCC1)OC (5-(6-(4-(benzyloxy)-3-methoxyphenyl)pyrazin-2-yl)thiophen-3-yl)-2-cyclobutyl-acetamide